(3-methyl)-tetramethylene ether CC1CCOC1